ClC=1C=C(C=CC1F)[C@@H]1N(OCC1)C1=CC(=NC=N1)NC=1C(=CC(=C(C1)NC(C=C)=O)N1CCC(CC1)N1C[C@@H](N([C@@H](C1)C)CC)C)OC N-(5-((6-((R)-3-(3-chloro-4-fluorophenyl)isoxazolidine-2-yl)pyrimidine-4-yl)amino)-2-(4-((3S,5R)-4-ethyl-3,5-dimethylpiperazine-1-yl)piperidine-1-yl)-4-methoxyphenyl)acrylamide